Prolyl-Alanine N1[C@@H](CCC1)C(=O)N[C@@H](C)C(=O)O